tert-butyl 4-(1-methoxy-1,3-dioxopentan-2-yl)-1,4-diazepane-1-carboxylate COC(C(C(CC)=O)N1CCN(CCC1)C(=O)OC(C)(C)C)=O